ClC1=C(C=C(C=C1)C=1NC(C=2N(C1)N=C(C2C2CCC2)C(=O)OCC)=O)C Ethyl 6-(4-chloro-3-methylphenyl)-3-cyclobutyl-4-oxo-4,5-dihydropyrazolo[1,5-a]pyrazine-2-carboxylate